C(=C)[C@]1([C@H]([C@H]([C@@H](O1)N1C(=O)NC(=O)C=C1)O)O)COP(=O)(OC1=CC=C(C=C1)OC)OC1=CC=C(C=C1)OC 4'-Vinyl-5'-O-[bis(4-methoxyphenoxy)phosphinyl]uridin